C(CCCCCCC\C=C/C\C=C/CCCCC)(=O)OC[C@@H]([C@H](CC)C(=O)N1C(=NCC1)NC=1C(=C2N=CC=NC2=CC1)Br)CC1=CN=CN1C (2R,3S)-3-(2-((5-bromoquinoxalin-6-yl)amino)-4,5-dihydro-1H-imidazole-1-carbonyl)-2-((1-methyl-1H-imidazol-5-yl)methyl)pentyl (9Z,12Z)-octadeca-9,12-dienoate